CC1=C(C(=CC=C1)OCCCC=C)C=1C=C(C=NC1)[C@H](CC(=O)OC)NC([C@@H](CC=C)OS(=O)(=O)C)=O Methyl (S)-3-(5-(2-methyl-6-(pent-4-en-1-yloxy)phenyl)pyridin-3-yl)-3-((R)-2-((methylsulfonyl)oxy)pent-4-enamido)propanoate